5-(4-cyanophenoxy)-1-tert-butyloxycarbonyl-1H-indole C(#N)C1=CC=C(OC=2C=C3C=CN(C3=CC2)C(=O)OC(C)(C)C)C=C1